ClC1=CC=C2C(=N1)NC=N2 5-chloro-3H-imidazo[4,5-b]pyridine